FC1(C(N(C2=C(O1)C=C(C(=C2)C2=C(C(=C(C(=C2F)F)F)F)F)C)[C@H](C(=O)OC)C)=O)F methyl (S)-2-(2,2-difluoro-7-methyl-3-oxo-6-(perfluorophenyl)-2,3-dihydro-4H-benzo[b][1,4]oxazin-4-yl)propanoate